3-methylthieno[3,2-b]pyridin-7-ol CC1=CSC=2C1=NC=CC2O